OC(CCCCCCCCCCCCCC(=O)O)CCC 15-Hydroxy-octadecanoic acid